3,3,5-trimethyl-5-isocyanato-methyl-cyclohexan CC1(CC(CC(C1)(N=C=O)C)C)C